(3-hydroxy-6-(3-methylphenyl)pyrazine-2-carbonyl)glycine OC=1C(=NC(=CN1)C1=CC(=CC=C1)C)C(=O)NCC(=O)O